4-cyclopropoxy-N-(3,5-difluoro-4-((6-methoxy-7-(2-methoxyethoxy)-1,5-naphthyridin-4-yl)oxy)phenyl)pyridine-3-carboxamide C1(CC1)OC1=C(C=NC=C1)C(=O)NC1=CC(=C(C(=C1)F)OC1=CC=NC2=CC(=C(N=C12)OC)OCCOC)F